FC1=C2C(N(C(NC2=C(C=C1)S(=O)(=O)C=1C=C(C=CC1)C)=O)O)=O 5-fluoro-3-hydroxy-8-(m-tolylsulfonyl)quinazoline-2,4(1H,3H)-dione